[2,6-dimethoxy-4-[5-(1-methylpyrazol-4-yl)benzimidazol-1-yl]phenyl]-(3-hydroxy-3-methyl-azetidin-1-yl)methanone COC1=C(C(=CC(=C1)N1C=NC2=C1C=CC(=C2)C=2C=NN(C2)C)OC)C(=O)N2CC(C2)(C)O